FC1=CC=C(C=C1)N1CCN(CC1)CCN1C(C2=CC=CC=C2C1=O)=O 2-(2-(4-(4-Fluorophenyl)piperazin-1-yl)ethyl)isoindoline-1,3-dione